methyl 2-[[4-[3-[(4-cyano-2-fluoro-phenyl)methoxy]pyrazol-1-yl]-1-piperidyl]methyl]-3-[[1-(fluoromethyl)cyclopropyl]methyl]benzimidazole-5-carboxylate C(#N)C1=CC(=C(C=C1)COC1=NN(C=C1)C1CCN(CC1)CC=1N(C2=C(N1)C=CC(=C2)C(=O)OC)CC2(CC2)CF)F